tert.-butylphenol C(C)(C)(C)C1=C(C=CC=C1)O